C1(=CC=CC=C1)CC(CSC1=CC=CC=C1)(C1=CC=CC=C1)NC1=CC=C(C=C1)OC N-(1,2-diphenyl-3-(phenylthio)propane-2-yl)-4-methoxyaniline